2'-cyclopropyl-N4-{[1-(methoxymethyl)cyclohexyl]methyl}-N4-methyl-5-nitro-6'-(trifluoromethyl)[2,4'-bipyridine]-4,6-diamine C1(CC1)C1=NC(=CC(=C1)C1=NC(=C(C(=C1)N(C)CC1(CCCCC1)COC)[N+](=O)[O-])N)C(F)(F)F